2-((S)-3-methyl-2-(6-(4-(2-(methylsulfonyl)pyrimidin-5-yl)-1H-1,2,3-Triazol-1-yl)hexamido)butanamido)hexanamide CC([C@@H](C(=O)NC(C(=O)N)CCCC)NC(CCCCCN1N=NC(=C1)C=1C=NC(=NC1)S(=O)(=O)C)=O)C